1-cyano-N-(6-phenyl-pyridin-3-yl)pyrrolidine-3-carboxamide C(#N)N1CC(CC1)C(=O)NC=1C=NC(=CC1)C1=CC=CC=C1